C(C1=CC=CC=C1)N1C[C@]2(CC[C@@H]([C@H]1CO[Si](C)(C)C(C)(C)C)N2C(=O)OC(C)(C)C)C tert-butyl (1R,4S,5S)-3-benzyl-4-{[(tert-butyldimethylsilyl)oxy]methyl}-1-methyl-3,8-diazabicyclo[3.2.1]octane-8-carboxylate